2-[6-[(3S)-Oxacyclopent-3-yloxy]-1,5-naphthyridin-4-yl]-1H,5H,6H,7H-pyrrolo[3,2-c]Pyridin-4-one O1C[C@H](CC1)OC=1N=C2C(=CC=NC2=CC1)C1=CC=2C(NCCC2N1)=O